O1C2=C(OC[C@@H]1CN1CCN(CC1)C1=NN(C(=C1C(=O)OCC)C)C)C=CC=C2 (S)-ethyl 3-(4-((2,3-dihydrobenzo-[b][1,4]dioxin-2-yl)methyl)piperazin-1-yl)-1,5-dimethyl-1H-pyrazole-4-carboxylate